[Al].[Yb].[Er].[Bi] bismuth-erbium-ytterbium-aluminum